BrC(C)C1=C(C(=O)OC)C=CC(=N1)C1=CC(=CC=C1)[N+](=O)[O-] methyl 2-(1-bromoethyl)-6-(3-nitro-phenyl)-nicotinate